piperidine-1-sulfonamid N1(CCCCC1)S(=O)(=O)N